C(C)C=1C(=CC=C2C=C(C=C(C12)C1=C(C=C2C(=NC(=NC2=C1F)SC)N1C[C@H]2CC[C@@H](C1)N2C(=O)OC(C)(C)C)F)OCOC)F tert-butyl (1R,5S)-3-(7-(8-ethyl-7-fluoro-3-(methoxymethoxy)naphthalen-1-yl)-6,8-difluoro-2-(methylthio)quinazolin-4-yl)-3,8-diazabicyclo[3.2.1]octane-8-carboxylate